C(C)(=O)N1CCN(CC1)N1CC2=C(N=NC(=C2C=C1)C)N[C@H](C)C1=C(C(=CC=C1)C(F)F)F (R)-6-(4-acetylpiperazin-1-yl)-4-((1-(3-(difluoromethyl)-2-fluorophenyl)ethyl)amino)-1-methylpyrido[3,4-d]pyridazin